NCC(=O)N[C@@H](CCC(C)C)C(=O)O Glycyl-Homoleucin